C(C)(=O)NC1=C(C=CC=C1)B(O)O acetamidophenylboronic acid